Methyl 3-(3-(N-((4'-(dimethylamino)-[1,1'-biphenyl]-4-yl)methyl)cyclohexanecarboxamido) benzamido)benzoate CN(C1=CC=C(C=C1)C1=CC=C(C=C1)CN(C(=O)C1CCCCC1)C=1C=C(C(=O)NC=2C=C(C(=O)OC)C=CC2)C=CC1)C